Cl.N[C@@H](CO)C(=O)OC methyl serinate hydrochloride